COC=1C=[N+](C=CC1C1=CC=C(C=C1)NC([C@H](C(C1=CC=CC=C1)C1=CC=CC=C1)NC(=O)C1=CC=NN1C)=O)[O-] (S)-3-methoxy-4-(4-(2-(1-methyl-1H-pyrazole-5-carboxamido)-3,3-diphenylpropanamido)phenyl)pyridine 1-oxide